CS(=O)(=O)OC=1OC(=CC1)C(OC(CCCCCC)CCCCCCC)O (5-(Hydroxy (tetradec-7-yloxy) methyl) furan-2-yl) methanesulphonate